methylenebisbenztriazolyl-tetramethylbutylphenol C=C(C(C1=C(C(=C(C(=C1C)C)C)C)O)(C1=CC=CC=2NN=NC21)C2=CC=CC=1NN=NC12)CC